5-[2-(3-hydroxyphenyl)ethyl]-2,3-dimethoxy-phenol OC=1C=C(C=CC1)CCC=1C=C(C(=C(C1)O)OC)OC